P(OCCCCCCCC)([O-])[O-] mono-octyl phosphite